COC(=O)C=1C(=NN(C1)C1=CC=CC=C1)NC1=NC(=C(C(=C1)Cl)O)Cl (4,6-dichloro-5-hydroxypyridin-ylamino)-1-phenyl-1H-pyrazole-4-carboxylic acid methyl ester